3-(N-(3'-cyano-4-(trifluoromethyl)-[1,1'-biphenyl]-2-yl)sulfamoyl)-4-ethylbenzoic Acid C(#N)C=1C=C(C=CC1)C1=C(C=C(C=C1)C(F)(F)F)NS(=O)(=O)C=1C=C(C(=O)O)C=CC1CC